tert-butyl (S)-(5-methyl-7-((1-methyl-1H-imidazol-2-yl)methoxy)-4-oxo-2,3,4,5-tetrahydrobenzo[b][1,4]oxazepin-3-yl)carbamate CN1C2=C(OC[C@@H](C1=O)NC(OC(C)(C)C)=O)C=CC(=C2)OCC=2N(C=CN2)C